2-methylpropyl (3E)-2,2-dimethyl-3-{3-[6-(methylamino)pyridin-2-yl]prop-2-yn-1-ylidene}pyrrolidine-1-carboxylate CC/1(N(CC\C1=C/C#CC1=NC(=CC=C1)NC)C(=O)OCC(C)C)C